[Na+].P(=O)([O-])([O-])[O-].[Mg+2].[Ca+2] calcium magnesium phosphate sodium